tert-butyl 6-[2-(ethylcarbamoyl)phenyl]sulfonyl-3-iodoindazol-1-carboxylate C(C)NC(=O)C1=C(C=CC=C1)S(=O)(=O)C1=CC=C2C(=NN(C2=C1)C(=O)OC(C)(C)C)I